C1(CC1)[C@H](C(C)(C)O)N1C(C2=C(C=C(C=C2C1)C)C1=CC=C(C=C1)C=1OC(=NN1)C)=O (R)-2-(1-cyclopropyl-2-hydroxy-2-methylpropyl)-5-methyl-7-(4-(5-methyl-1,3,4-oxadiazol-2-yl)phenyl)isoindolin-1-one